FC=1C(=NN2C1N=C(C=C2[C@H]2CN(CC[C@H]2C)C(C)=O)C)[C@@H]2CC[C@H](CC2)C(F)(F)F 1-[(3R,4R)-3-{3-fluoro-5-methyl-2-[trans-4-(trifluoromethyl)cyclohexyl]pyrazolo[1,5-a]pyrimidin-7-yl}-4-methylpiperidin-1-yl]ethan-1-one